2-(7-((2S,5R)-2,5-diethyl-4-(1-(4-(trifluoromethyl)phenyl)ethyl)piperazin-1-yl)-4-methyl-5-oxo-4,5-dihydro-2H-pyrazolo[4,3-b]pyridin-2-yl)acetonitrile C(C)[C@@H]1N(C[C@H](N(C1)C(C)C1=CC=C(C=C1)C(F)(F)F)CC)C=1C=2C(N(C(C1)=O)C)=CN(N2)CC#N